4-(5-chloro-2-((1-(1-(2-hydroxyacetyl)piperidin-4-yl)-1H-pyrazol-4-yl)amino)pyrimidin-4-yl)benzoic Acid ClC=1C(=NC(=NC1)NC=1C=NN(C1)C1CCN(CC1)C(CO)=O)C1=CC=C(C(=O)O)C=C1